NC=1C(=C(C(=C(C1)[Fe])N)N)N tetraaminophenyl-iron